NC1=CC=C(C(=N1)C)CNC(=O)[C@@H]1CCC=2N1C(C(=CN2)NCC2=CC(=CC=C2)C)=O (S)-N-((6-AMINO-2-METHYLPYRIDIN-3-YL)METHYL)-3-((3-METHYLBENZYL)AMINO)-4-OXO-4,6,7,8-TETRAHYDROPYRROLO[1,2-A]PYRIMIDINE-6-CARBOXAMIDE